NC1=NC=CC(=C1Cl)SC1=NC(=C(C2=C1C(NC2)=O)N2CCC(CC2)(C)N)CO 4-((2-amino-3-chloropyridin-4-yl)thio)-7-(4-amino-4-methylpiperidin-1-yl)-6-(hydroxymethyl)-1,2-dihydro-3H-pyrrolo[3,4-c]pyridin-3-one